N-2-pyrimidinyl[4-methyl-1-(2H-tetraazol-5-yl)pentyl]amine N1=C(N=CC=C1)NC(CCC(C)C)C=1N=NNN1